CN1N=CC(=C1)C1=CC=C2C(=N1)C(=CS2)C2=C1C(=NC=C2)NC=C1 5-(1-methyl-1H-pyrazol-4-yl)-3-(1H-pyrrolo[2,3-b]pyridin-4-yl)thieno[3,2-b]pyridine